ClC=1C=CC(=C(C1)C1=CC(=NC=C1C(=O)NC=1SC(=NN1)OCC1=NC=C(C=C1)[S@](=O)(=N)C)C)OC (S)-4-(5-chloro-2-methoxyphenyl)-6-methyl-N-(5-((5-(S-methylsulfonimidoyl)pyridin-2-yl)methoxy)-1,3,4-thiadiazol-2-yl)nicotinamide